FC=1C(=NC(=NC1)NC1=CC=C(C=C1)N1CCC(CC1)N1CCN(CC1)C)N1OCCC1C1=CC=CC=C1 5-fluoro-N-(4-(4-(4-methylpiperazin-1-yl)piperidin-1-yl)phenyl)-4-(3-phenylisooxazolidin-2-yl)pyrimidin-2-amine